N-((4-(4-(trifluoromethyl)phenyl)-4,5,6,7-tetrahydropyrazolo[1,5-a]pyrimidin-6-yl)methyl)acrylamide FC(C1=CC=C(C=C1)N1C=2N(CC(C1)CNC(C=C)=O)N=CC2)(F)F